FC1(CCN(CC1)C1=NC(=CC(=N1)C=1C=NN(C1)C1=C(C=C(N)C=C1)N1CCC2(CC2)CC1)CC)F 4-(4-(2-(4,4-difluoropiperidin-1-yl)-6-ethylpyrimidin-4-yl)-1H-pyrazol-1-yl)-3-(6-azaspiro[2.5]octan-6-yl)aniline